OC1=C(C(=C(C(N1)=O)O)O)O tetrahydroxypyridone